N-(2-cyclopropyl-4-iodo-5-methylphenyl)-N-{6-methyl-7-oxo-5H-pyrrolo[3,4-b]pyridin-2-yl}pent-2-ynamide C1(CC1)C1=C(C=C(C(=C1)I)C)N(C(C#CCC)=O)C1=CC=C2C(=N1)C(N(C2)C)=O